O=C1N(C(CCC1N1C(C2=CC=C(C=C2C1)OC1CCC(N(C1)C(=O)OC(C)(C)C)(C)C)=O)=O)COCC[Si](C)(C)C tert-butyl 5-((2-(2,6-dioxo-1-((2-(trimethylsilyl) ethoxy) methyl) piperidin-3-yl)-1-oxoisoindolin-5-yl) oxy)-2,2-dimethylpiperidine-1-carboxylate